BrC1=CC(=C(C=C1)S(=O)(=O)Cl)OC 4-Bromo-2-methoxybenzene-sulfonyl chloride